1-(2-tert-butoxy-2-oxoethyl)-2-oxopiperidine-4-carboxylic acid C(C)(C)(C)OC(CN1C(CC(CC1)C(=O)O)=O)=O